tert-butyl 1-(methoxymethyl)-3,8-diazabicyclo[3.2.1]octan-8-carboxylate COCC12CNCC(CC1)N2C(=O)OC(C)(C)C